CC1=CC(CC(C1)(C)C)C(C#N)C#N (3,5,5-trimethylcyclohex-2-enyl)-malononitrile